3-[4-(2-aminoethoxy)-1-oxo-2,3-dihydro-1H-isoindol-2-yl]piperidine-2,6-dione NCCOC1=C2CN(C(C2=CC=C1)=O)C1C(NC(CC1)=O)=O